3-(2-(cyclopropyl (methyl) amino) ethyl)-1H-indol-4-yl acetate C(C)(=O)OC1=C2C(=CNC2=CC=C1)CCN(C)C1CC1